4-methyl-7-(5-methylfuran-2-yl)-12-thia-3,5,6,8,10-pentazatricyclo[7.3.0.02,6]dodeca-1(9),2,4,7-tetraen-11-one CC=1N=C2C=3SC(NC3N=C(N2N1)C=1OC(=CC1)C)=O